4-[(2R)-3-(3,4-dihydro-1H-isoquinolin-2-yl)-2-hydroxypropyl]-8-(2-oxa-7-azaspiro[3.5]non-7-ylmethyl)-2,3-dihydro-1,4-benzoxazepin-5-one C1N(CCC2=CC=CC=C12)C[C@H](CN1CCOC2=C(C1=O)C=CC(=C2)CN2CCC1(COC1)CC2)O